(R)-N-(7-fluoro-2,8-dimethylimidazo[1,2-a]pyridin-6-yl)-4-(3-methylpiperazin-1-yl)-2,3-dihydro-1H-pyrrolo[2,3-b]pyridine-1-carboxamide 2,2,2-trifluoroacetate FC(C(=O)O)(F)F.FC1=C(C=2N(C=C1NC(=O)N1CCC=3C1=NC=CC3N3C[C@H](NCC3)C)C=C(N2)C)C